BrC1=NN(C(C1)C(=O)O)C1=NC=CC=C1 3-bromo-1-(pyridyl)-4,5-dihydro-1H-pyrazole-5-formic acid